C(CCC)N=CCC1=CC=CC(=N1)C(C)=O 6-(Butylimino)ethyl-2-acetylpyridin